N-(3-chloro-5-methanesulfonamidophenyl)-5-[5-(3,3-difluoroazetidin-1-yl)-3-{[(5-fluoropyridin-3-yl)oxy]methyl}pyridin-2-yl]-1-methyl-1H-pyrrole-3-carboxamide ClC=1C=C(C=C(C1)NS(=O)(=O)C)NC(=O)C1=CN(C(=C1)C1=NC=C(C=C1COC=1C=NC=C(C1)F)N1CC(C1)(F)F)C